4-((1,3-diisopropyl-1,3-dihydro-2H-benzo[d]imidazol-2-ylidene)amino)-3,5-dimethylbenzoic acid C(C)(C)N1C(N(C2=C1C=CC=C2)C(C)C)=NC2=C(C=C(C(=O)O)C=C2C)C